3-{[(Tert-butyldimethylsilyl)oxy]methyl}-4-methyl-2-(2,2,2-trifluoroethyl)pyridine [Si](C)(C)(C(C)(C)C)OCC=1C(=NC=CC1C)CC(F)(F)F